1-(4-(3-((4-amino-7-methyl-5-(4-phenoxyphenyl)-7H-pyrrolo[2,3-d]pyrimidin-6-yl)ethynyl)azetidin-1-yl)-3-methylpiperidin-1-yl)prop-2-en-1-one NC=1C2=C(N=CN1)N(C(=C2C2=CC=C(C=C2)OC2=CC=CC=C2)C#CC2CN(C2)C2C(CN(CC2)C(C=C)=O)C)C